ClC1=NC(=NC2=CC=C(C=C12)C)C(F)(F)F 4-Chloro-6-methyl-2-(trifluoromethyl)quinazoline